(E)-N-(5-Chloro-2-(4-hydroxy-2,3-dimethylbenzoyl)isoindolin-4-yl)-4-(dimethylamino)but-2-enamide ClC=1C(=C2CN(CC2=CC1)C(C1=C(C(=C(C=C1)O)C)C)=O)NC(\C=C\CN(C)C)=O